OC(=O)C(F)(F)F.C(C1=CC=CC=C1)[C@@H]1CN(CCN1)S(=O)(=O)C (R)-3-Benzyl-1-(methylsulfonyl)piperazine TFA salt